ClC1=CC=C(CNC2=NC(=C3NC=NC3=N2)O)C=C1 2-(4-chlorobenzylamino)-6-hydroxypurine